3-methoxyphenylmagnesium bromide COC=1C=C(C=CC1)[Mg]Br